cyano-4-carboxycinnamic acid methyl ester COC(C(=CC1=CC=C(C=C1)C(=O)O)C#N)=O